BrC=1C=NN(C1C)C1CN(C1)[C@@H]1CN(CCC1)C(=O)OC(C)(C)C tert-butyl (3S)-3-[3-(4-bromo-5-methylpyrazol-1-yl)azetidine-1-yl]piperidine-1-carboxylate